CC1=C(C=C(C=C1)C)CC(=O)NC1(CCC(CC1)OC)C(=O)O 1-[2-(2,5-dimethylphenyl)acetamido]-4-methoxycyclohexylcarboxylic acid